6-amino-2-(3,5-dichloro-4-((2'-oxospiro[cyclobutane-1,3'-indoline]-5'-yl)methyl)phenyl)-1,2,4-triazine-3,5(2h,4h)-dione NC=1C(NC(N(N1)C1=CC(=C(C(=C1)Cl)CC=1C=C2C3(C(NC2=CC1)=O)CCC3)Cl)=O)=O